NC1=C(C(=CC(=N1)C=1C(=C2CN(C(C2=CC1)=O)C1C(NC(CC1)=O)=O)F)C)C 3-(5-(6-Amino-4,5-dimethylpyridin-2-yl)-4-fluoro-1-oxoisoindolin-2-yl)piperidin-2,6-dion